N1=NC(=NC=C1)OC(CN1CC=C(C2=CC=C(C=C12)Cl)N)C N-(2-(1,2,4-triazin-3-yl)oxypropyl)-4-amino-7-chloroquinoline